C1N(C[C@@H]2[C@H]1CNC2)C(=O)C2=CC=C(C=C2)C2=NOC(=C2)C2=NNC1=CC(=C(C=C21)F)OCCOC 3-(3-{4-[(cis)-Octahydropyrrolo[3,4-c]pyrrol-2-carbonyl]phenyl}-1,2-oxazol-5-yl)-5-fluoro-6-(2-methoxyethoxy)-1H-indazol